eicosanethiol C(CCCCCCCCCCCCCCCCCCC)S